OC(COCCCCCO)C 5-(2-hydroxypropoxy)-1-pentanol